(1-(m-tolyl)-1H-pyrazol-3-yl)boronic acid C1(=CC(=CC=C1)N1N=C(C=C1)B(O)O)C